C1(OCC(CO1)(C)C)=O (2,2-dimethyl)-1,3-propylene carbonate